N[C@H]1[C@@H]2N(C[C@H]1CC2)C(=O)C2=CC1=C(N(C(=N1)C=1N(C3=C(C=CC=C3C1)C=1C=C3C=CC(NC3=CC1)=O)CC1CC1)C)C(=C2)OC 6-(2-{5-[(1R,4R,7R)-7-Amino-2-azabicyclo[2.2.1]heptan-2-carbonyl]-7-methoxy-1-methyl-1H-1,3-benzodiazol-2-yl}-1-(cyclopropylmethyl)-1H-indol-7-yl)-1,2-dihydrochinolin-2-on